5-bromo-1-trityl-1H-benzo[d]imidazole BrC1=CC2=C(N(C=N2)C(C2=CC=CC=C2)(C2=CC=CC=C2)C2=CC=CC=C2)C=C1